C1=CC=C2C(=C1)C=C(C(=O)O2)O Hydroxycoumarin